(S)-N-{(S)-1-[2-(benzo[d]isoxazol-3-yl)phenyl]-2-[6-bromo-3-fluoro-4-(trimethylsilyl)pyridine-2-yl]ethyl}-2-methylpropane-2-sulfinamide O1N=C(C2=C1C=CC=C2)C2=C(C=CC=C2)[C@H](CC2=NC(=CC(=C2F)[Si](C)(C)C)Br)N[S@@](=O)C(C)(C)C